2-bromo-N-[7-(3,5-dimethylphenoxy)-3-[2-(hydroxymethylamino)-2-oxoethyl]-2,5-dioxo-2,3,4,5-tetrahydro-1H-benzo[e][1,4]Diazepin-8-yl]-3,4,5-tris(trideuteromethoxy)benzamide BrC1=C(C(=O)NC=2C(=CC3=C(NC(C(NC3=O)CC(=O)NCO)=O)C2)OC2=CC(=CC(=C2)C)C)C=C(C(=C1OC([2H])([2H])[2H])OC([2H])([2H])[2H])OC([2H])([2H])[2H]